O=C1NC(CCC1N1C(C2=CC=CC(=C2C1)SCCC(=O)N)=O)=O 3-((2-(2,6-dioxopiperidin-3-yl)-1-oxoisoindolin-4-yl)thio)propanamide